FC(C1=CC=C(C=C1)NC(C1=C(C(=CC(=C1)F)F)OC(C(C)C)=O)=O)(F)F N-(4-trifluoromethylphenyl)-2-isobutyryloxy-3,5-difluorobenzamide